((2-(tert-butyl)phenyl)amino)-3-((6-methoxy-2-methyl-1,2,3,4-tetrahydroisoquinolin-7-yl)amino)-1,2,4-triazine-6-carboxamide C(C)(C)(C)C1=C(C=CC=C1)NC=1N=C(N=NC1C(=O)N)NC1=C(C=C2CCN(CC2=C1)C)OC